BrC1=CC2=C(SC3=C2C(=CC=C3)Cl)C=3C=CC=CC13 5-bromo-7-chloro-naphtho[1,2-b]benzothiophene